FC(C)(F)C1=CC=CC(=N1)N1CC2(C=3C=NC(=CC31)NC(CC)=O)CC2 N-(1'-(6-(1,1-difluoroethyl)pyridin-2-yl)-1',2'-dihydrospiro[cyclopropan-1,3'-pyrrolo[3,2-c]pyridin]-6'-yl)propionamide